2-[6-[3-(Difluoromethyl)-4-fluoro-phenyl]pyrazolo[4,3-b]pyridin-1-yl]acetohydrazide FC(C=1C=C(C=CC1F)C=1C=C2C(=NC1)C=NN2CC(=O)NN)F